{1-[4-(5-cyclopropylmethoxymethyl-thiophen-3-yl)-2,6-difluoro-phenyl]-piperidin-4-yl}-acetic acid C1(CC1)COCC1=CC(=CS1)C1=CC(=C(C(=C1)F)N1CCC(CC1)CC(=O)O)F